N-(4-amino-2-(trifluoromethyl)benzyl)-6'-fluoro-4'-oxo-3',4'-dihydro-1'h-spiro[piperidine-4,2'-quinoline]-1-carboxamide NC1=CC(=C(CNC(=O)N2CCC3(NC4=CC=C(C=C4C(C3)=O)F)CC2)C=C1)C(F)(F)F